ClC1=C(C=C(C=C1)CC(C)(C)C)C 1-chloro-2-methyl-4-neopentylbenzene